FC=1C=C(C=NC1)C#N 5-fluoro-pyridine-3-carbonitrile